6-cyclopropyl-N-(1-(3,4,5-trimethoxyphenyl)-1H-imidazol-4-yl)-1H-pyrazolo[3,4-d]pyrimidin-4-amine C1(CC1)C1=NC(=C2C(=N1)NN=C2)NC=2N=CN(C2)C2=CC(=C(C(=C2)OC)OC)OC